1-(3-amino-2-nitro-phenyl)-4-methyl-piperidin-4-ol NC=1C(=C(C=CC1)N1CCC(CC1)(O)C)[N+](=O)[O-]